C(#N)[C@@H](C[C@H]1C(NCC1)=O)NC(=O)[C@@H]1N([C@H]2CC([C@@H]1CC2)(F)F)C([C@@H](CC2CCC2)NC(C(F)(F)F)=O)=O (1R,3R,4R)-N-[(1R)-1-cyano-2-[(3S)-2-oxopyrrolidin-3-yl]ethyl]-2-[(2R)-3-cyclobutyl-2-[(2,2,2-trifluoroacetyl)amino]propanoyl]-5,5-difluoro-2-azabicyclo[2.2.2]octane-3-carboxamide